2-[2-(1-pyrrolidinyl)propoxy]propyl-N-methyl-N-(3-aminopropyl)-amine N1(CCCC1)C(COC(CN(CCCN)C)C)C